5,7-bis(3,4-dimethylphenyl)-2-phenylbenzoxazole CC=1C=C(C=CC1C)C=1C=C(C2=C(N=C(O2)C2=CC=CC=C2)C1)C1=CC(=C(C=C1)C)C